NCCCC(P(=O)([O-])O)(O)P(O)(O)=O [4-amino-1-hydroxy-1-(hydroxy-oxido-phosphoryl)-butyl]phosphonic acid